1-(2-hydroxy-2-methylpropoxy)-4-octadecanoyloxy-2,2,6,6-tetra-methylpiperidine OC(CON1C(CC(CC1(C)C)OC(CCCCCCCCCCCCCCCCC)=O)(C)C)(C)C